2-(8-fluoro-2-methyl-imidazo[1,2-a]pyridin-6-yl)-6-[(2S,4R)-2-methyl-4-piperidyl]pyrido[4,3-d]pyrimidin-5-one FC=1C=2N(C=C(C1)C=1N=CC3=C(N1)C=CN(C3=O)[C@H]3C[C@@H](NCC3)C)C=C(N2)C